2-[3-(4-fluorophenyl)-4-(pyridin-4-yl)-1H-pyrazol-5-yl]-1-(4-methylpiperazin-1-yl)ethan-1-one FC1=CC=C(C=C1)C1=NNC(=C1C1=CC=NC=C1)CC(=O)N1CCN(CC1)C